(3S)-3-Hydroxy-4-methyl-N-[(1S)-1-[3-(2,2,2-Trifluoroethoxy)phenyl]ethyl]-3-(trifluoromethyl)pentanamid O[C@@](CC(=O)N[C@@H](C)C1=CC(=CC=C1)OCC(F)(F)F)(C(C)C)C(F)(F)F